CCC(CCC(CC)O)O octane-3,6-diol